FC=1C=2N(C=CC1)C=C(N2)C(=O)[O-] 8-fluoro-imidazo[1,2-a]pyridine-2-carboxylate